CC(=O)C(=O)[C@H](COP(=O)(O)O)O The molecule is a monoalkyl phosphate that is pentane substituted at positions 3 and 4 by oxo groups, at position 2 by a hydroxy group and at position 1 by a phosphooxy group (the S-enantiomer). It is a monoalkyl phosphate, an alpha-diketone, a secondary alcohol and a secondary alpha-hydroxy ketone. It is a conjugate acid of a (2S)-2-hydroxy-3,4-diketopentyl phosphate(2-).